(E)-3-(6-(oxetan-3-yloxy)pyridin-3-yl)acrylic acid O1CC(C1)OC1=CC=C(C=N1)/C=C/C(=O)O